ammonium sulfate (sulphate) S(=O)(=O)([O-])[O-].S(=O)(=O)([O-])[O-].[NH4+].[NH4+].[NH4+].[NH4+]